C(C)(C)(C)OC(NCC=O)=O N-(2-oxoethyl)carbamic acid tert-butyl ester